C(C1=CC=C(N)C=C1)C1=CC=C(N)C=C1 4,4'-methylene-dianiline